C1OCC12CN(C2)C2CC1(CC2)CCN(CC1)C(=O)OC(C)(C)C tert-butyl 2-(2-oxa-6-azaspiro[3.3]hept-6-yl)-8-azaspiro[4.5]decane-8-carboxylate